5-(5,5'-Difluoro-6'-methyl-[3,4'-bipyridin]-2'-yl)-3-(5-fluoropyridin-2-yl)-1,2,4-oxadiazole FC=1C=C(C=NC1)C1=CC(=NC(=C1F)C)C1=NC(=NO1)C1=NC=C(C=C1)F